C(C)(C)(C)OC(=O)N[C@H](COCCC(=O)O)CN1C(C=CC1=O)=O (S)-3-(2-((tert-butoxycarbonyl)amino)-3-(2,5-dioxo-2,5-dihydro-1H-pyrrol-1-yl)propoxy)propanoic acid